[(3S)-4-methylmorpholin-3-yl]methoxyl-5-(5-methyl-1,3-thiazol-2-yl)-N-{(1R)-1-[2-(trifluoromethyl)pyrimidin-5-yl]ethyl}benzamide CN1[C@@H](COCC1)COC1=C(C(=O)N[C@H](C)C=2C=NC(=NC2)C(F)(F)F)C=C(C=C1)C=1SC(=CN1)C